C(C)(C)(C)OC(=O)N1[C@@H](CN([C@H](C1)C)C=1C=2N(N(C(C1)=O)C)C=C(N2)CSC)C (2R,5S)-2,5-dimethyl-4-(5-methyl-2-((methylthio)methyl)-6-oxo-5,6-dihydroimidazo[1,2-b]pyridazin-8-yl)piperazine-1-carboxylic acid tert-butyl ester